C(C)(CC)OC1=CC(=C(C=C1)C(CC(=O)OCC)C)C ethyl 3-(4-(sec-butoxy)-2-methylphenyl)butanoate